OC=1C=C(C=CC1C1=C(N2N(C=3C=CC=CC3C23C(=NN(C3=O)C3=CC=CC=C3)C)C1=O)C)C1=CC=CC=C1 2'-(3-Hydroxy-[1,1'-biphenyl]-4-yl)-1',3-dimethyl-1-phenyl-3'H-spiro[pyrazole-4,9'-pyrazolo[1,2-a]indazole]-3',5(1H)-dione